8-((cis-4-((Z)-(tert-butoxyimino)(4-(hydroxymethyl)phenyl)methyl)cyclohexyl)(methyl)amino)-5-methyl-6-oxo-5,6-dihydro-1,5-naphthyridine-2,7-dicarbonitrile C(C)(C)(C)O\N=C(\[C@H]1CC[C@H](CC1)N(C1=C(C(N(C=2C=CC(=NC12)C#N)C)=O)C#N)C)/C1=CC=C(C=C1)CO